bromoethyl methyl ether COCCBr